4-fluoro-6-[2-(triazol-1-yl)ethoxy]-2,3-dihydro-1H-inden FC1=C2CCCC2=CC(=C1)OCCN1N=NC=C1